5-[(dimethylamino)methyl]-N-[4-[[3-[1-(3-methyl-2-nitro-imidazol-4-yl)ethoxy]-7-morpholino-1,6-naphthyridin-5-yl]oxy]cyclohexyl]pyrimidin-2-amine CN(C)CC=1C=NC(=NC1)NC1CCC(CC1)OC1=C2C=C(C=NC2=CC(=N1)N1CCOCC1)OC(C)C=1N(C(=NC1)[N+](=O)[O-])C